(1R/S,2R/S)-2-fluoro-N-(5-(propanoyl-3,3,3-d3)-4-(((R)-2,4,5-trimethyl-4,5-dihydro-2H-pyrazolo[4,3-c][1,7]naphthyridin-6-yl)amino)pyridin-2-yl)cyclopropane-1-carboxamide F[C@H]1[C@H](C1)C(=O)NC1=NC=C(C(=C1)NC1=NC=CC=2C=3C([C@H](N(C12)C)C)=CN(N3)C)C(CC([2H])([2H])[2H])=O |&1:1,2|